Ethylthiocarbamate C(C)NC([O-])=S